FC=1C(=C(C=CC1)C=1CCCC2=C(C1C1=CC=C(C=C1)C=C1CN(C1)CCCF)C=CC(=C2)C(=O)O)CF 8-(3-fluoro-2-(fluoromethyl)phenyl)-9-(4-((1-(3-fluoropropyl)azetidin-3-ylidene)methyl)phenyl)-6,7-dihydro-5H-benzo[7]annulene-3-carboxylic acid